Racemic-1-(1-(6,7-difluoro-1-oxo-1,2-dihydroisoquinolin-4-yl)ethyl)-3-(3,4-difluorobenzyl)-1-methylurea FC=1C=C2C(=CNC(C2=CC1F)=O)[C@@H](C)N(C(=O)NCC1=CC(=C(C=C1)F)F)C |r|